Cl.N=1C=NN2C1C=CC(=C2)C2=CC=C1C(C(NCC1=C2)([2H])[2H])([2H])C2=CC(=C(C=C2)Cl)Cl 7-([1,2,4]triazolo[1,5-a]pyridin-6-yl)-4-(3,4-dichlorophenyl)-1,2,3,4-tetrahydroisoquinoline-3,3,4-d3 HCl salt